(E)-3-(3-cyclopropylmethoxy-4-methoxyphenyl)-2-(2,6-dimethyl-4-carbonylpyridin-1(4H)-yl)acrylonitrile C1(CC1)COC=1C=C(C=CC1OC)/C=C(\C#N)/N1C(=CC(C=C1C)=C=O)C